NC1=CC=C(C=C1)N1N=CN=C1 1-(4-aminophenyl)-1,2,4-triazole